4-(3,5-dichloro-4-hydroxybenzoamido)thiazole-5-carboxylic acid methyl ester COC(=O)C1=C(N=CS1)NC(C1=CC(=C(C(=C1)Cl)O)Cl)=O